tert-butyl (4-(2-((cis)-2,6-dimethylmorpholino)-6-(7-((4-methyl-3-(methylsulfonyl)benzamido)methyl)-1,6-naphthyridin-2-yl)pyridin-4-yl)butyl)carbamate C[C@@H]1O[C@@H](CN(C1)C1=NC(=CC(=C1)CCCCNC(OC(C)(C)C)=O)C1=NC2=CC(=NC=C2C=C1)CNC(C1=CC(=C(C=C1)C)S(=O)(=O)C)=O)C